2,2'-(p-phenylene)bis(3,1-benzoxazin-4-one) C1(=CC=C(C=C1)C1=NC2=C(C(O1)=O)C=CC=C2)C2=NC1=C(C(O2)=O)C=CC=C1